N1=C(C=CC=C1)[C@@]1(CCOC2(CCCC2)C1)CCNC1CCN2C3=C(C=CC=C13)CC2 N-(2-((R)-9-(pyridin-2-yl)-6-oxaspiro[4.5]decan-9-yl)ethyl)-1,2,5,6-tetrahydro-4H-pyrrolo[3,2,1-ij]quinolin-6-amine